N[C@@H]1[C@H](CCCC1(F)F)N1CCC(CC1)(N(C(C)C)C)C 1-[(1S,2R)-2-amino-3,3-difluorocyclohexyl]-N,4-dimethyl-N-(propan-2-yl)piperidin-4-amine